N-[(3R)-1-{(5S)-5-[3-(2,6-difluorophenyl)-5-methylpyridin-2-yl]-4,5-dihydro-1,2-oxazol-3-yl}-4,4-difluoropyrrolidin-3-yl]-1,1-difluoromethanesulfonamide FC1=C(C(=CC=C1)F)C=1C(=NC=C(C1)C)[C@@H]1CC(=NO1)N1C[C@H](C(C1)(F)F)NS(=O)(=O)C(F)F